NCC1C2CC(C(C1)C2)CN 2,5-diaminomethyl-bicyclo[2.2.1]heptane